ClC=1C(=C(C=CC1)C1(COC1)CN1[C@@H](CC(CC1)(C(=O)O)CC1=NC(=CC=C1F)NC1=NNC(=C1)C)C)F (2R)-1-((3-(3-chloro-2-fluoro-phenyl)oxetan-3-yl)methyl)-4-((3-fluoro-6-((5-methyl-1H-pyrazol-3-yl)amino)pyridin-2-yl)methyl)-2-methylpiperidine-4-carboxylic acid